chavicol C1(=CC=C(CC=C)C=C1)O